[Ti].[Pt].[Ni] nickel-platinum-titanium